2-[6-[5-chloro-3-[2-methyl-5-(oxan-4-yl)pyrazol-3-yl]oxypyridin-2-yl]pyridin-3-yl]-2,2-difluoroethanamine ClC=1C=C(C(=NC1)C1=CC=C(C=N1)C(CN)(F)F)OC=1N(N=C(C1)C1CCOCC1)C